C(C)(C)(C)O[C@@H]([C@H](N)C(=O)O)C O-(tert-butyl)-L-threonine